The molecule is a (2S)-2-methylacyl-CoA that results from the formal condensation of the thiol group of coenzyme A with the carboxy group of (2S)-2-methylpentadecanoic acid. It is a long-chain fatty acyl-CoA, a (2S)-2-methylacyl-CoA and an 11,12-saturated fatty acyl-CoA. It is a conjugate acid of a (2S)-2-methylpentadecanoyl-CoA(4-). CCCCCCCCCCCCC[C@H](C)C(=O)SCCNC(=O)CCNC(=O)[C@@H](C(C)(C)COP(=O)(O)OP(=O)(O)OC[C@@H]1[C@H]([C@H]([C@@H](O1)N2C=NC3=C(N=CN=C32)N)O)OP(=O)(O)O)O